6-(4-chlorophenyl)pyridazine ClC1=CC=C(C=C1)C1=CC=CN=N1